C1(CC1)N1[C@H](CN(CC1)C1CCN(CC1)C1=C(C=C(C(=C1)OC)NC1=NC=NC(=C1)N1OCC[C@@H]1C=1C=C(C=CC1)C1=CC(=CC(=C1)F)F)NC(C=C)=O)C N-(2-(4-((S)-4-cyclopropyl-3-methylpiperazin-1-yl)piperidin-1-yl)-5-((6-((R)-3-(3',5'-difluoro-[1,1'-biphenyl]-3-yl)isoxazolidin-2-yl)pyrimidin-4-yl)amino)-4-meth-oxyphenyl)acryl-amide